C(CCCCCCCCC)OC(C=C)=O n-Decylacrylat